(S)-3-(3-methoxyphenyl)piperidine COC=1C=C(C=CC1)[C@H]1CNCCC1